COC1=CC=C(C=C1)N1N=C(C=C1)CC(=O)OC methyl 2-[1-(4-methoxyphenyl)-1H-pyrazol-3-yl]acetate